[1,3,2]dioxaborole O1BOC=C1